2-amino-6-cyanocyclohexanone NC1C(C(CCC1)C#N)=O